FC1=C(C=C(C=C1)NC(=O)C1=NC2=C(N1)C=CC(=C2)C#N)C2(N=CN(S(C2)(=O)=O)C)C 5-(2-fluoro-5-(5-cyano-1H-benzo[d]imidazole-2-carboxamido)phenyl)-2,5-dimethyl-1,1-dioxo-1,2,4-thiadiazin